2-hexyldecyl 3-ethyl-6-(2-(hexanoyloxy) ethyl)-12-hexyl-10-oxo-9,11-dioxa-3,6-diaza-heneicosane-21-oate C(C)N(CC)CCN(CCOC(OC(CCCCCCCCC(=O)OCC(CCCCCCCC)CCCCCC)CCCCCC)=O)CCOC(CCCCC)=O